tert-butyl N-{1-[7-({8-fluoro-2-methylimidazo[1,2-a]pyridin-6-yl} carbamoyl)-2-methylindazol-4-yl]piperidin-4-yl}-N-(2-hydroxyethyl)carbamate FC=1C=2N(C=C(C1)NC(=O)C1=CC=C(C3=CN(N=C13)C)N1CCC(CC1)N(C(OC(C)(C)C)=O)CCO)C=C(N2)C